2-methyl-2-propenyl acetate (methallyl acetate) C(C(C)=C)CC(=O)O.C(C)(=O)OCC(=C)C